NC1=C2C(=NC=N1)N(N=C2C2=CC=C(C=C2)OC2=CC=CC=C2)C2CCN(CC2)C2CN(C2)C2CN(C2)C2CN(C2)C(=O)OC(C)(C)C tert-butyl 3-(4-(4-amino-3-(4-phenoxyphenyl)-1H-pyrazolo[3,4-d]pyrimidin-1-yl)piperidin-1-yl)-[1,3':1',3''-terazetidine]-1''-carboxylate